BrC1=CC(=C(C=C1C)N(C(C#CCC)=O)C1=CC=C2C(=N1)C(CC2)(C)O)C2CC2 N-(4-bromo-2-cyclopropyl-5-methylphenyl)-N-{7-hydroxy-7-methyl-5H,6H-cyclopenta[b]pyridin-2-yl}pent-2-ynamide